Di-potassium hydrogen phosphate P(=O)(O)([O-])[O-].[K+].[K+]